NC(C(=O)O)C(CCCB(O)O)CCCN1CCC(CC1)(OC(CCCCCCCCC)=O)CC1=CC=CC=C1 2-amino-3-(3-(4-benzyl-4-(decanoyloxy)piperidin-1-yl)propyl)-6-boronohexanoic acid